C1(CC1)NC(C1=CC(=C(C=C1)[N+](=O)[O-])OCCO)=O N-cyclopropyl-3-(2-hydroxyethoxy)-4-nitrobenzamide